tert-butyl-(tert-butoxycarbonyl)(4-(N'-hydroxycarbamimidoyl)benzyl)carbamate C(C)(C)(C)OC(N(CC1=CC=C(C=C1)C(N)=NO)C(=O)OC(C)(C)C)=O